OC(C)(C)C1=CC=C(C=C1)C1=NC(=NO1)[C@@H]1CC12CCN(CC2)S(=O)(=O)N (1R)-1-{5-[4-(2-hydroxypropan-2-yl)phenyl]-1,2,4-oxadiazol-3-yl}-6-azaspiro[2.5]octane-6-sulfonamide